N1=CC=CC2=CC=NC(C12)=O [1,7]naphthyridin-8(8aH)-one